((2-(((3S,6S,9aS)-3-(3-(6-methoxy-4-methylpyridin-3-yl)azetidine-1-carbonyl)-5-oxooctahydro-1H-pyrrolo[1,2-a]azepin-6-yl)carbamoyl)benzo[b]thiophen-5-yl)methyl)phosphonic acid COC1=CC(=C(C=N1)C1CN(C1)C(=O)[C@@H]1CC[C@H]2N1C([C@H](CCC2)NC(=O)C2=CC1=C(S2)C=CC(=C1)CP(O)(O)=O)=O)C